C(C(C)=C)OCC(C)=C methallyl Ether